2-(2-chlorophenyl)-4-[3-(dimethylamino)phenyl]-5-[(1-methyl-1H-pyrazol-3-yl)methyl]-1H-pyrazolo[4,3-c]pyridine-3,6(2H,5H)-dione ClC1=C(C=CC=C1)N1NC=2C(=C(N(C(C2)=O)CC2=NN(C=C2)C)C2=CC(=CC=C2)N(C)C)C1=O